[N+](=O)([O-])[O-].[Pb+2].C(CC(O)(C(=O)[O-])CC(=O)[O-])(=O)[O-].[Pb+2] lead citrate Lead Nitrate